ethylenedicysteic acid C(CN[C@@H](CS(=O)(O)=O)C(=O)O)N[C@@H](CS(=O)(O)=O)C(=O)O